ClC=1C=NN(C1C1=NN2C(N(C(CC2)=O)CC2=CC(=C(C=C2)C=2N(C=C(N2)C(F)(F)F)C)F)=C1)C(C)C 2-(4-chloro-1-isopropyl-1H-pyrazol-5-yl)-4-(3-fluoro-4-(1-methyl-4-(trifluoromethyl)-1H-imidazol-2-yl)benzyl)-6,7-dihydropyrazolo[1,5-a]pyrimidin-5(4H)-one